BrC=1C=CC(=C(C1)S(=O)(=O)NC=1C(=C(C(=O)OC)C=C(C1)C(C)(C)C)O)O Methyl 3-((5-bromo-2-hydroxyphenyl)sulfonamido)-5-(tert-butyl)-2-hydroxybenzoate